2-[2-[1-(2,6-dioxo-3-piperidyl)-3-methyl-2-oxo-benzimidazol-5-yl]ethoxy]acetic acid tert-butyl ester C(C)(C)(C)OC(COCCC1=CC2=C(N(C(N2C)=O)C2C(NC(CC2)=O)=O)C=C1)=O